NCCOCCOCCOC1=CC2=C(N=C(S2)C2=CC=C(N(C)C)C=C2)C=C1 4-(6-(2-(2-(2-aminoethoxy)ethoxy)ethoxy)benzo[d]thiazol-2-yl)-N,N-dimethyl-aniline